CCCCCC1C(O1)C/C=C\\C/C=C\\C/C=C\\CCCC(=O)SCCNC(=O)CCNC(=O)[C@@H](C(C)(C)COP(=O)(O)OP(=O)(O)OC[C@@H]2[C@H]([C@H]([C@@H](O2)N3C=NC4=C(N=CN=C43)N)O)OP(=O)(O)O)O The molecule is an unsaturated fatty acyl-CoA that results from the formal condensation of the thiol group of coenzyme A with the carboxy group of 14,15-epoxy-(5Z,8Z,11Z)-icosatrienoic acid. It is a long-chain fatty acyl-CoA and an unsaturated fatty acyl-CoA. It derives from a 14,15-EET. It is a conjugate acid of a 14,15-epoxy-(5Z,8Z,11Z)-icosatrienoyl-CoA(4-).